3-{4-[5-(cyclopropylcarbamoyl)-4-fluoro-2-methylphenyl]-1H-pyrazol-1-yl}-N,N-dimethylimidazo[1,2-a]pyridine-6-carboxamide C1(CC1)NC(=O)C=1C(=CC(=C(C1)C=1C=NN(C1)C1=CN=C2N1C=C(C=C2)C(=O)N(C)C)C)F